N-(4-(4-(6-Ethylbenzo[d][1,3]dioxol-5-yl)piperazin-1-yl)-3-hydroxybutyl)benzofuran-2-carboxamide C(C)C=1C(=CC2=C(OCO2)C1)N1CCN(CC1)CC(CCNC(=O)C=1OC2=C(C1)C=CC=C2)O